C12(CC(C1)C2)N2C[C@@H](N(S(C1=C2C=C(C(=C1)O\C=C(\C(=O)O)/F)SC)(=O)=O)C)CCCC (S,Z)-3-((5-(bicyclo[1.1.1]pentan-1-yl)-3-butyl-2-methyl-7-(methylthio)-1,1-dioxido-2,3,4,5-tetrahydrobenzo[f][1,2,5]thiadiazepin-8-yl)oxy)-2-fluoroacrylic acid